C(CCC)C1=CC=C(C=C1)NC(CCl)=O N-(4-butylphenyl)-2-chloro-acetamide